C[C@H]1[C@H]([C@H]([C@@H]([C@@H](O1)OC2=C(OC3=CC(=CC(=C3C2=O)O)O)C4=CC(=C(C=C4)O)O)O)O)O The molecule is a quercetin O-glycoside that is quercetin attached to a alpha-L-fucopyranosyl moiety at position 3 via a glycosidic linkage. It has a role as a metabolite. It is a monosaccharide derivative, a tetrahydroxyflavone, an alpha-L-fucoside and a quercetin O-glycoside. It derives from an alpha-L-fucose.